N-[(6-Amino-2-pyridyl)sulfonyl]-6-(3-fluoro-5-isopropoxyphenyl)-2-(p-tolyl)pyridin-3-carboxamid NC1=CC=CC(=N1)S(=O)(=O)NC(=O)C=1C(=NC(=CC1)C1=CC(=CC(=C1)OC(C)C)F)C1=CC=C(C=C1)C